(s)-3-(6-(difluoromethoxy)pyridin-3-yl)-3-(2-oxo-3-(3-(5,6,7,8-tetrahydro-1,8-naphthyridin-2-yl)propyl)imidazolidin-1-yl)propanoic acid 2-amino-2-methylpropan-1-ol salt NC(CO)(C)C.FC(OC1=CC=C(C=N1)[C@H](CC(=O)O)N1C(N(CC1)CCCC1=NC=2NCCCC2C=C1)=O)F